NC1=NC2=C(N1C13CN(CC(CC1)CC3)CCOC3=C(C=NN3C)C3=NC(=CC(=C3)C(=O)OC)C)C=CC=C2 methyl 2-(5-{2-[1-(2-amino-1,3-benzodiazol-1-yl)-3-azabicyclo[3.2.2]nonan-3-yl] ethoxy}-1-methylpyrazol-4-yl)-6-methylpyridine-4-carboxylate